4,7,8-trihydroxy-3-[2-methyl-1-(4,7,8-trihydroxy-2-oxochromen-3-yl)propyl]-2H-chromen-2-one OC1=C(C(OC2=C(C(=CC=C12)O)O)=O)C(C(C)C)C=1C(OC2=C(C(=CC=C2C1O)O)O)=O